(5'S,7a'R)-5'-(3,5-difluorophenyl)-1-(benzenesulfonyl)tetrahydro-3'H-spiro[piperidine-4,2'-pyrrolo[2,1-b]oxazol]-3'-one FC=1C=C(C=C(C1)F)[C@@H]1CC[C@H]2OC3(C(N21)=O)CCN(CC3)S(=O)(=O)C3=CC=CC=C3